5-(4-(3-chloropropyloxy)phenyl)-6-hydroxy-3a,7a-dihydrothieno[3,2-B]pyridin-7(4H)-one ClCCCOC1=CC=C(C=C1)C1=C(C(C2C(N1)C=CS2)=O)O